CC=1C(=NC=CC1)C(C)NCC1=NC=C(C=C1)C(F)(F)F 1-(3-methylpyridin-2-yl)-N-((5-(trifluoromethyl)pyridin-2-yl)methyl)ethan-1-amine